C1(C(CC=CC1)C(=O)Cl)C(=O)Cl 4-cyclohexene-1,2-dicarbonyl dichloride